FC=1C=C(C=CC1NC(C)=O)C1=C(C(=CC=C1)C=1C=NN(C1)C1=CC=CC=C1)O N-(3-fluoro-2'-hydroxy-3'-(1-phenyl-1H-pyrazol-4-yl)-[1,1'-biphenyl]-4-yl)acetamide